2-[(2S)-1-[6-[(4,5-difluoro-1H-benzimidazol-2-yl)methylamino]-9-propan-2-ylpurin-2-yl]piperidin-2-yl]ethanol FC1=C(C=CC=2NC(=NC21)CNC2=C1N=CN(C1=NC(=N2)N2[C@@H](CCCC2)CCO)C(C)C)F